FC1=C(C=C(C=C1)C=1CCN(CC1)CC1=NC2=C(N1C[C@H]1OCC1)C=C(C=C2)C(=O)O)OCC=2C=C1C=NN(C1=CC2)C (S)-2-((4-(4-fluoro-3-((1-methyl-1H-indazol-5-yl)methoxy)phenyl)-3,6-dihydropyridin-1(2H)-yl)methyl)-1-(oxetan-2-ylmethyl)-1H-benzo[d]imidazole-6-carboxylic acid